5-((1R,4R)-2-oxa-5-azabicyclo[2.2.1]hept-5-yl)pyrazolo[1,5-a]pyrimidine-3-Formamide [C@H]12OC[C@H](N(C1)C1=NC=3N(C=C1)N=CC3C(=O)N)C2